Methyl 5-(3-(2,4-difluoro-3-(propylsulfonamido)benzoyl)-1-(tetrahydro-2H-pyran-2-yl)-1H-pyrazolo[3,4-b]pyridin-5-yl)pyrimidine-2-carboxylate FC1=C(C(=O)C2=NN(C3=NC=C(C=C32)C=3C=NC(=NC3)C(=O)OC)C3OCCCC3)C=CC(=C1NS(=O)(=O)CCC)F